C(C1CCC(CC1)N=C=O)C1CCC(CC1)N=C=O methylenebis(4,1-cyclohexanediyl)diisocyanate